N-(1-(2-chlorophenyl)-2-oxo-2-(pyrrolidin-1-yl)ethyl)ethenesulfonamide ClC1=C(C=CC=C1)C(C(N1CCCC1)=O)NS(=O)(=O)C=C